C(C)(=O)NC(C(=O)OCC)(C(=O)OCC)CC1=C(C(=CC(=C1)[N+](=O)[O-])Cl)C diethyl 2-acetamido-2-(3-chloro-2-methyl-5-nitrobenzyl)malonate